TRIAZINO-INDOLE N1C=CC2=CC=C3C(=C12)C=NN=N3